C1(CCC1)C=1C(=NN(C1NC(C1=CC=CC=C1)=O)C)C1CC(C1)(F)F N-(4-cyclobutyl-3-(3,3-difluorocyclobutyl)-1-methyl-1H-pyrazol-5-yl)benzamide